C12(C(C3CC(CC(C1)C3)C2)=O)NC2=NC(=CN=C2)Cl N-(Adamantan-One-yl)-6-chloropyrazin-2-amine